2-(6-(methyl((3R,5r,6S)-octahydrocyclopenta[c]pyrrol-5-yl)amino)pyridazin-3-yl)-5-(1H-pyrazol-4-yl)phenol CN(C1=CC=C(N=N1)C1=C(C=C(C=C1)C=1C=NNC1)O)C1CC2C(CNC2)C1